5-(3-ethyl-6-(2-hydroxy-6-methyl-4-(trifluoromethyl)phenyl)-2H-pyrazolo[3,4-b]pyridin-2-yl)-1-methylpiperidin-2-one C(C)C=1N(N=C2N=C(C=CC21)C2=C(C=C(C=C2C)C(F)(F)F)O)C2CCC(N(C2)C)=O